(7S)-2-((trans-3-(3,4-dimethoxyphenoxy)cyclobutyl)amino)-4,5,7,8-tetramethyl-7,8-dihydropteridin-6(5H)-one COC=1C=C(O[C@@H]2C[C@H](C2)NC2=NC=3N([C@H](C(N(C3C(=N2)C)C)=O)C)C)C=CC1OC